3-[2-[2-[2-[2-[2-[2-(methylamino)ethoxy]ethoxy]ethoxy]ethoxy]ethoxy]ethoxy]propan CNCCOCCOCCOCCOCCOCCOCCC